C(C)OC(=O)C=1C(C=C2N(C(CN3N=C4C(=CC=CC4=C32)OCC(F)F)C(C)(C)C)C1)=O 6-(tert-butyl)-10-(2,2-difluoroethoxy)-2-oxo-6,7-dihydro-2H-pyrido[2',1':3,4]pyrazino[1,2-b]indazole-3-carboxylic acid ethyl ester